2-(BUTAN-2-YLAMINO)PROPANOIC ACID CC(CC)NC(C(=O)O)C